(S)-2-(1,3,4-oxadiazol-2-yl)-7-(4-(2-(tetrahydro-2H-pyran-4-yl)phenyl)piperidin-1-yl)-5-oxa-2-azaspiro[3.4]octane O1C(=NN=C1)N1CC2(C1)OC[C@H](C2)N2CCC(CC2)C2=C(C=CC=C2)C2CCOCC2